C(C)(=O)C=1C(N(C(=CC1C)Br)C1CCCC1)=O 3-acetyl-6-bromo-1-cyclopentyl-4-methylpyridin-2(1H)-one